C(C=C)(=O)O.FC(C(=O)O)(C(C(C(C(C(C(C(C(=O)O)(F)F)(F)F)(F)F)(F)F)(F)F)(F)F)(F)F)F perfluorosebacic acid acrylate